CC1(CC([Si]1(C=1C(C2=CC=CC=C2C1C1=CC=CC=C1)[Zr])C1C=CC=C1)(C)C)C [Tetramethylcyclopentadienylsilacyclobutyl(3-phenylindenyl)]zirconium